3,5-bis(trifluoromethyl)phenyl isothiocyanate FC(C=1C=C(C=C(C1)C(F)(F)F)N=C=S)(F)F